[2,3,3-2H3]Leucine N[C@@](C(C(C)C)([2H])[2H])(C(=O)O)[2H]